3-(2-chlorophenyl)-5-methyl-N-(6-nitrobenzo[d]thiazol-2-yl)isoxazole-4-carboxamide ClC1=C(C=CC=C1)C1=NOC(=C1C(=O)NC=1SC2=C(N1)C=CC(=C2)[N+](=O)[O-])C